diethylene glycol monoethyl ether (acetate) C(C)(=O)OCCOCCOCC